4-(7-fluoro-8-methoxy-imidazo[1,2-a]pyridin-3-yl)-7-[[5-(4-hydroxy-1-piperidyl)-2-pyridyl]amino]isoindolin-1-one FC1=C(C=2N(C=C1)C(=CN2)C2=C1CNC(C1=C(C=C2)NC2=NC=C(C=C2)N2CCC(CC2)O)=O)OC